iminoacetone N=CC(C)=O